ClC=1N=C(C2=C(N1)C=C(O2)C(=O)NCC)Cl 2,4-dichloro-N-ethylfuro[3,2-d]pyrimidine-6-carboxamide